NC1=NC2=CC=C(C=C2C=N1)C=1C(=C(C=CC1)NS(=O)(=O)C1=C(C=CC(=C1)Cl)Cl)C N-[3-(2-aminoquinazolin-6-yl)-2-methylphenyl]-2,5-dichlorobenzene-1-sulfonamide